N-[(R)-(5-fluoro-2-hydroxy-phenyl)-(1H-indol-2-yl)methyl]-3-methyl-5-[5-(4-propyl-1-piperidinyl)pyrimidin-2-yl]benzamide FC=1C=CC(=C(C1)[C@@H](NC(C1=CC(=CC(=C1)C1=NC=C(C=N1)N1CCC(CC1)CCC)C)=O)C=1NC2=CC=CC=C2C1)O